C(C)(=O)[O-].F[Sn+3].C(C)(=O)[O-].C(C)(=O)[O-] fluorotin acetate